C(#N)[C@H]1[C@@H](CN(C12CC2)C(=O)[C@@H]2CC[C@H]1N2C([C@H](CCC1)NC(OC(C)(C)C)=O)=O)C=1C=NC=C(C1)OC Tert-Butyl ((3S,6S,9aS)-3-((6R,7S)-7-cyano-6-(5-methoxypyridin-3-yl)-4-azaspiro[2.4]heptane-4-carbonyl)-5-oxooctahydro-1H-pyrrolo[1,2-a]azepin-6-yl)carbamate